CS(=O)(=O)C1=NC=C(C=N1)C(C)N1N=CC(=C1)NC(OC(C)(C)C)=O tert-Butyl (1-(1-(2-(methylsulfonyl)pyrimidin-5-yl)ethyl)-1H-pyrazol-4-yl)carbamate